C(C)N1C=2C=NC(=NC2N([C@H](C1=O)CCO)CC)NCC=1C=NN(C1)CC1=CC=C(C=C1)F (7S)-5,8-diethyl-2-(((1-(4-fluorobenzyl)-1H-pyrazol-4-yl)methyl)amino)-7-(2-hydroxyethyl)-7,8-dihydropteridin-6(5H)-one